2-bromo-2-(4-chloro-2-fluorophenyl)-1-(6-(trifluoromethoxy)indolin-1-yl)ethanone BrC(C(=O)N1CCC2=CC=C(C=C12)OC(F)(F)F)C1=C(C=C(C=C1)Cl)F